tert-butyl 2-azabicyclo[3.1.0]hexane-2-carboxylate C12N(CCC2C1)C(=O)OC(C)(C)C